ClC=1C=CC2=C(C1F)[C@]1(CN(CCC1)C(=O)C=1C=[NH+]N(C1)[C@@H]([C@H](C)O)C1=CC=CC=C1)OC(N2)=O (4R)-6-Chloro-5-fluoro-1'-[1-[(1R,2S)-2-hydroxy-1-phenyl-propyl]pyrazol-2-ium-4-carbonyl]spiro[1H-3,1-benzoxazine-4,3'-piperidine]-2-one